C(CCCCCC)C(=O)CCCCCCCCCCCCCCCCCCCCCCCC n-tetracosyl heptyl ketone